BrCC(=O)NCCOCCOCCNC(CCC=CCC=CCC=CCC=CCC=CCC=CCC)=O N-(2-(2-(2-(2-bromoacetamido)ethoxy)ethoxy)ethyl)docosa-4,7,10,13,16,19-hexaenamide